(5-(4-morpholinophenoxy)thiazol-2-yl)bicyclo[1.1.1]pentane-1-carboxamide O1CCN(CC1)C1=CC=C(OC2=CN=C(S2)C2C3(CC2C3)C(=O)N)C=C1